C(C(C)C)C1OCCC(C1)(C)CC(=O)O.C(C)(=O)OC1OC=CC=C1 pyranyl acetate (2-isobutyl-4-methyltetrahydropyran-4-yl acetate)